2-[Acetyl-(2-benzo[b]thiophen-3-yl-ethyl)-amino]-3-methyl-pentanoic acid benzyl ester C(C1=CC=CC=C1)OC(C(C(CC)C)N(CCC=1C2=C(SC1)C=CC=C2)C(C)=O)=O